C(#N)C(CNC(OCC1=CC=CC=C1)=O)(C)NC(CCCC)=O benzyl (2-cyano-2-pentanamidopropyl)carbamate